C[GeH](CCCC)C Bis(methyl)butyl-germanium hydride